COC1=C(N)C=CC(=C1)N1CCC(CC1)C 2-methoxy-4-(4-methylpiperidine-1-yl)aniline